ClC=1C(=C(C=CC1)C=1CCCC2=C(C1C1=CC=C(C=C1)CC1CN(C1)CCC(F)F)C=CC(=C2)C(=O)O)C(F)(F)F 8-(3-chloro-2-(trifluoromethyl)phenyl)-9-(4-((1-(3,3-difluoropropyl)azetidin-3-yl)methyl)phenyl)-6,7-dihydro-5H-benzo[7]annulene-3-carboxylic acid